tert-Butyl (3-(2-chloro-3-fluoro-5-nitrobenzamido)-2,4-difluorophenyl)carbamate ClC1=C(C(=O)NC=2C(=C(C=CC2F)NC(OC(C)(C)C)=O)F)C=C(C=C1F)[N+](=O)[O-]